C(CO)(=O)OCCN1C(C=2C(C1=O)=CC=CC2)=O phthalimidoethyl glycolate